COC1=C(CS(=O)(=O)C2=CC3=C(S\C(\C(N3)=O)=C/C3=C(C=C(C=C3)F)F)C=C2)C(=CC=C1)OC (Z)-6-((2,6-dimethoxybenzyl)sulfonyl)-2-(2,4-difluorobenzylidene)-2H-benzo[b][1,4]thiazin-3(4H)-one